NC(C(=O)O)CCCCN=C(C=O)CC(C)O 2-amino-6-[(4-hydroxy-1-oxopentylidene)amino]caproic acid